The molecule is a withanolide that is withaferin A substituted by a hydroxy group at position 19. Isolated from Physalis longifolia, it exhibits antineoplastic activitiy. It has a role as an antineoplastic agent and a plant metabolite. It is a delta-lactone, a 27-hydroxy steroid, a 4-hydroxy steroid, an enone, an ergostanoid, a primary alcohol, a secondary alcohol, a withanolide, a 19-hydroxy steroid and an epoxy steroid. It derives from a withaferin A. CC1=C(C(=O)O[C@H](C1)[C@@H](C)[C@H]2CC[C@@H]3[C@@]2(CC[C@H]4[C@H]3C[C@@H]5[C@]6([C@@]4(C(=O)C=C[C@@H]6O)CO)O5)C)CO